Cl.C(CC1=CC=CC=C1)N phenethylamine HCl